2-(4-cyclopropyl-6-methoxy-pyrimidin-5-yl)-4-[[5-fluoro-6-[1-methyl-4-(trifluoromethyl)imidazol-2-yl]-3-pyridyl]methoxy]-5-methyl-pyrimidine C1(CC1)C1=NC=NC(=C1C1=NC=C(C(=N1)OCC=1C=NC(=C(C1)F)C=1N(C=C(N1)C(F)(F)F)C)C)OC